CO[C@@H]1C[C@H](N(C1)C)[C@H](C)O (S)-1-((2S,4R)-4-Methoxy-1-methylpyrrolidin-2-yl)ethan-1-ol